FC(C(=O)O)(F)F.BrC(=CCC(CC)N1N=CC(=C1)C=1C2=C(N=CN1)NC=C2)Br 4-[1-(4,4-dibromo-1-ethylbut-3-en-1-yl)-1H-pyrazol-4-yl]-7H-pyrrolo[2,3-d]pyrimidine trifluoroacetate